O1C(C1)CCC1CCN(CC1)C(=O)OC(C)(C)C tert-butyl 4-(2-(oxiran-2-yl)ethyl)piperidine-1-carboxylate